ClC1=NC(=CC1=O)CCC[N+](=O)[O-] 2-chloro-5-(3-nitropropyl)pyrrol-3-one